C(CCC#CC#CCCC)(=O)OC methyl decane-4,6-diynoate